6-chloro-9-(naphthalen-1-yl)-8-methyl-9H-purine ClC1=C2N=C(N(C2=NC=N1)C1=CC=CC2=CC=CC=C12)C